C(CCC)(=O)N1[C@H]([C@H](C(C1)(F)F)NS(=O)(=O)CC)CC=1C(=C(C=CC1)C1=CC(=CC=C1)F)F N-{(2S,3R)-1-butanoyl-2-[(2,3'-difluoro[1,1'-biphenyl]-3-yl)methyl]-4,4-difluoropyrrolidin-3-yl}ethanesulfonamide